N=1C=NN2C1C=C(C=C2)N2CC1C(C=3C=C(C=NC23)C(=O)N2CCC(CC2)(F)F)C1 (3-([1,2,4]triazolo[1,5-a]pyridin-7-yl)-1a,2,3,7b-tetrahydro-1H-cyclopropa[c][1,8]naphthyridin-6-yl)(4,4-difluoropiperidin-1-yl)methanone